(S)-4-ethyl-1-((2-methyl-2H-1,2,3-triazol-4-yl)ethynyl)-N-(1-methylcyclopropyl)-5-oxo-1,2,4,5-tetrahydroimidazo[1,2-a]quinazoline-7-sulfonamide C(C)N1C=2N(C3=CC=C(C=C3C1=O)S(=O)(=O)NC1(CC1)C)[C@H](CN2)C#CC2=NN(N=C2)C